ClC1=C(C=CC=C1Cl)C1=NN=NN1CC=1C=NC=CC1 3-[[5-(2,3-dichlorophenyl)tetrazol-1-yl]methyl]pyridine